C(C1=CC=CC=C1)OCC[C@H](C(=O)OC(C)C)C isopropyl (R)-4-(benzyloxy)-2-methylbutanoate